C(\C=C(/C)\CCC=C(C)C)OC1=C2C=CC(OC2=CC(=C1)OC)=O 5-geranyloxy-7-methoxy-coumarin